1-methyl-1H-indole-5-carboxylate CN1C=CC2=CC(=CC=C12)C(=O)[O-]